(3-((benzyloxy)methyl)-4-ethyl-5-oxo-4,5-dihydro-1H-1,2,4-triazol-1-yl)-4-iodoisoquinolin-1(2H)-one C(C1=CC=CC=C1)OCC1=NN(C(N1CC)=O)N1C(C2=CC=CC=C2C(=C1)I)=O